1-((1S,3S)-3-aminocyclopentyl)-3-(5-chloro-4-(5,5-dimethyl-5,6-dihydro-4H-pyrrolo[1,2-b]pyrazol-3-yl)pyridin-2-yl)urea N[C@@H]1C[C@H](CC1)NC(=O)NC1=NC=C(C(=C1)C1=C2N(N=C1)CC(C2)(C)C)Cl